N1C(=NC2=C1C=CC=C2)CCNCCC=2SC=1N=CN=C(C1N2)NCC2=NC=C(C=C2)F 2-(2-{[2-(1H-1,3-benzodiazol-2-yl)ethyl]amino}ethyl)-N-[(5-fluoropyridin-2-yl)methyl]-[1,3]thiazolo[5,4-d]pyrimidin-7-amine